C(#N)C1=CNC2=C(C=CC(=C12)C)NS(=O)(=O)C1=CC=C(C=C1)[N+](=O)[O-] N-(3-cyano-4-methyl-1H-indol-7-yl)-4-nitrobenzenesulfonamide